FC=1C=C(CN(S(=O)(=O)C2=CC=C(C=C2)NC(\C=C\C2=CC=NC=C2)=O)CC2=CC=C(C=C2)F)C=CC1 (E)-N-(4-(N-(3-fluorobenzyl)-N-(4-fluorobenzyl)sulfamoyl)phenyl)-3-(pyridin-4-yl)acrylamide